2-[1-(6-fluoro-1-methylindol-2-yl)-2-methylpropyl]isoindole-1,3-dione FC1=CC=C2C=C(N(C2=C1)C)C(C(C)C)N1C(C2=CC=CC=C2C1=O)=O